FCC=CC=CC 1-fluorohexa-2,4-diene